oleic acid, glyceryl ester C(CCCCCCC\C=C/CCCCCCCC)(=O)OCC(O)CO